FC(C(=O)O)(F)F.OCC(C(=O)N1N=CCC1C1=CC=CC=C1)(C)C 3-hydroxy-2,2-dimethyl-1-(5-phenyl-4,5-dihydro-1H-pyrazol-1-yl)propan-1-one 2,2,2-trifluoroacetate